FC1(CNCCC1O)F 3,3-difluoro-4-hydroxy-piperidine